ClCC1=CC=C(C=C1)NC(=O)NC1=CC(=CC=C1)Cl 1-(4-(chloromethyl)phenyl)-3-(3-chlorophenyl)urea